COC1=C(C=CC(=C1)C(F)(F)F)C1=C2C(=C(N=N1)C=O)CCC2 4-(2-methoxy-4-(trifluoromethyl)phenyl)-6,7-dihydro-5H-cyclopenta[d]pyridazine-1-carbaldehyde